CS(=O)(CCC(F)(F)F)=NC1=C(N=C2N1C=CC(=C2)C2=NOC(=N2)C(F)(F)F)C methyl((2-methyl-7-(5-(trifluoromethyl)-1,2,4-oxadiazol-3-yl)imidazo[1,2-a]pyridin-3-yl)imino)(3,3,3-trifluoropropyl)-λ6-sulfanone